(S)-3-((tert-butoxycarbonyl) amino)-2-oxoheptyl 2,6-dimethylbenzoate CC1=C(C(=O)OCC([C@H](CCCC)NC(=O)OC(C)(C)C)=O)C(=CC=C1)C